4-CHLORO-2-FURANBORONIC ACID ClC=1C=C(OC1)B(O)O